tert-butyl 3-(4-bromophenyl)octahydro-4H-benzo[b][1,4]oxazine-4-carboxylate BrC1=CC=C(C=C1)C1N(C2C(OC1)CCCC2)C(=O)OC(C)(C)C